BrCCCC(CC(CC(CC(CC(CC(CCCC(OCCCCCC)OC(CCCC(CC(CC(CC(CC(CC(CCCBr)C)C)C)C)C)C)OCCCCCC)C)C)C)C)C)C 17-bromo-4,6,8,10,12,14-hexamethylheptadecylhexoxymethyl ether